C=C(C(=O)O)CC(OC1(COC1)C1=CC=C(C=C1)C(F)(F)F)=O 2-methylene-4-oxo-4-(3-(4-(trifluoromethyl)phenyl)oxetan-3-yloxy)butanoic acid